3-(4-((7-((2,4-dimethylpentan-3-yl)amino)heptyl)thio)-1-oxoisoindolin-2-yl)piperidine-2,6-dione CC(C)C(C(C)C)NCCCCCCCSC1=C2CN(C(C2=CC=C1)=O)C1C(NC(CC1)=O)=O